ClC1=C(C=CC=C1)[C@@H](C)O (R)-1-(o-chlorophenyl)-1-ethanol